2-Chloro-8-cyclopentyl-N-(3-fluoro-5-(1-(4-fluorophenyl)-1H-pyrazol-4-yl)benzyl)-7H-purine-6-carboxamide ClC1=NC(=C2NC(=NC2=N1)C1CCCC1)C(=O)NCC1=CC(=CC(=C1)C=1C=NN(C1)C1=CC=C(C=C1)F)F